N-(1-hydroxy-2-methylpropan-2-yl)benzenesulfonamide OCC(C)(C)NS(=O)(=O)C1=CC=CC=C1